FC1=CC2=C(N(CCO2)C(=O)C2=CC=3N(C(=C2)C)N=CC3C=3C=CC(=NC3)NC(OC)=O)C=C1 methyl N-[5-[5-(7-fluoro-2,3-dihydro-1,4-benzoxazine-4-carbonyl)-7-methyl-pyrazolo[1,5-a]pyridin-3-yl]-2-pyridyl]carbamate